tert-butyl cis-5-(6-(methoxycarbonyl) pyridin-3-yl)-2,5-diazabicyclo[4.2.0]octane-2-carboxylate COC(=O)C1=CC=C(C=N1)N1CCN([C@@H]2CC[C@H]12)C(=O)OC(C)(C)C